diethyl 2-(4-chloro-2-methylsulfanyl-pyrimidin-5-yl)propanedioate ClC1=NC(=NC=C1C(C(=O)OCC)C(=O)OCC)SC